4-(6-chloro-1-(4-(1,1-difluoroethyl)pyridin-2-yl)-1H-pyrrolo[3,2-c]pyridin-3-yl)morpholine ClC1=CC2=C(C=N1)C(=CN2C2=NC=CC(=C2)C(C)(F)F)N2CCOCC2